C(=CC)N1C(=O)N=C(N)C=C1 N'-propenylcytosine